2-(3-(hydroxy(4-methyl-4H-1,2,4-triazol-3-yl)(oxetan-3-yl)methyl)phenyl)-6-(((1-methylcyclobutyl)amino)methyl)-4-(trifluoromethyl)isoindolin-1-one OC(C=1C=C(C=CC1)N1C(C2=CC(=CC(=C2C1)C(F)(F)F)CNC1(CCC1)C)=O)(C1COC1)C1=NN=CN1C